NC1=C(C(=NN1C)C1CC(CC1)C1=CC=C(C=C1)Cl)C(=O)NC1=CC(=C(C=C1)F)Cl 5-Amino-N-(3-chloro-4-fluorophenyl)-3-(3-(4-chlorophenyl)cyclopentyl)-1-methyl-1H-pyrazole-4-carboxamide